CC1=CC=C(C=C1)S(=O)N=C(C)C1=CC=C(C=C1)[N+](=O)[O-] 4-methyl-N-(1-(4-nitrophenyl)ethylidene)benzenesulfinamide